FC([C@]([C@H](CC(=O)O)C)(C)O)(F)F (3S,4R)-5,5,5-trifluoro-4-hydroxy-3,4-dimethylpentanoic acid